benzyl-5-(trifluoromethoxy)-1H-indole C(C1=CC=CC=C1)N1C=CC2=CC(=CC=C12)OC(F)(F)F